6-nitro-[1,1'-biphenyl] [N+](=O)([O-])C1=CC=CC=C1C1=CC=CC=C1